C(C)(C)(C)OC(=O)N[C@@H](CC(=O)O)C (R)-3-((tert-Butoxycarbonyl)amino)butanoic acid